2-((5-fluoroisoindolin-2-yl)methyl)-5-hydroxy-4H-pyran-4-one FC=1C=C2CN(CC2=CC1)CC=1OC=C(C(C1)=O)O